N-(2-chloro-3'-(4-formyl-5-methylsulfanylazol-2-yl)-2'-methyl-[1,1'-biphenyl]-3-yl)-1,5-dimethyl-4,5,6,7-tetrahydro-1H-imidazo[4,5-c]pyridine-2-carboxamide ClC1=C(C=CC=C1NC(=O)C=1N(C2=C(CN(CC2)C)N1)C)C1=C(C(=CC=C1)C=1NC(=C(C1)C=O)SC)C